[4,4-dimethyl-1-(2H-tetraazol-5-yl)pentyl](2-methyl-4-quinazolinyl)amine CC(CCC(C=1N=NNN1)NC1=NC(=NC2=CC=CC=C12)C)(C)C